3,3'-dibromobenzophenone BrC=1C=C(C(=O)C2=CC(=CC=C2)Br)C=CC1